methyl-1-propenylsilyl chloride C[SiH](C=CC)Cl